ClC=1C=C(C=CC1OC)C1=CC2=C(O[C@H](CN2S(=O)(=O)C2=CC(=CC=C2)C(F)(F)F)CCC(=O)O)C=C1 (s)-3-(6-(3-chloro-4-methoxyphenyl)-4-((3-(trifluoromethyl)phenyl)-sulfonyl)-3,4-dihydro-2H-benzo[b][1,4]oxazin-2-yl)propanoic acid